(2-fluorophenyl)-1-(pyridine-3-ylsulfonyl)-1H-pyrrole-3-formaldehyde FC1=C(C=CC=C1)C=1N(C=CC1C=O)S(=O)(=O)C=1C=NC=CC1